C(C)N[C@H]1[C@H](OC2=CC(=CC(=C2C1=O)O)O)C1=CC(=C(C(=C1)O)O)O (2R,3S)-3-(ethylamino)-5,7-dihydroxy-2-(3,4,5-trihydroxyphenyl)chroman-4-one